4-(((1r,3s,5s)-8-((4-(difluoromethoxy)phenyl)sulfonyl)-8-azabicyclo[3.2.1]oct-3-yl)methyl)morpholine FC(OC1=CC=C(C=C1)S(=O)(=O)N1[C@H]2CC(C[C@@H]1CC2)CN2CCOCC2)F